C1(CC1)NC(CCCC=1N=C(N(C1)C1=CC=CC=C1)C1=C(C(=O)N)C=CC=C1C=1C=NN(C1)C(C)OCC)=O (4-(4-(cyclopropylamino)-4-oxobutyl)-1-phenyl-1H-imidazol-2-yl)-3-(1-(1-ethoxyethyl)-1H-pyrazol-4-yl)benzamide